C(C)C(COC(C)(C)CCCC)CCCC tert-heptyl 2-ethylhexyl ether